C(CCCCCCCCCCC)(=O)OOC(CCCCCCCCCCC)=O di-1-dodecanoyl peroxide